5-(5-Chloropyrimidin-2-yl)oxy-4-[5-(difluoromethyl)-1-methyl-pyrazol-3-yl]-2-(trifluoromethyl)quinazoline ClC=1C=NC(=NC1)OC1=C2C(=NC(=NC2=CC=C1)C(F)(F)F)C1=NN(C(=C1)C(F)F)C